Tert-butyl 1-((benzyloxy) methyl)-4-(hydroxymethyl)-2-azabicyclo[2.1.1]hexane-2-carboxylate C(C1=CC=CC=C1)OCC12N(CC(C1)(C2)CO)C(=O)OC(C)(C)C